C1(=CC=CC=C1)CC(=O)NC=1C=NC=C(C1)C1=CC=CC=2N1N=CC2C(=O)N2CCCCC2 2-phenyl-N-(5-(3-(piperidine-1-carbonyl)pyrazolo[1,5-a]pyridin-7-yl)pyridin-3-yl)acetamide